ClC1=C(C=C(OCC(=O)NC23CC(C(CC2)(CC3)C(=O)N(CC3=CC=C(C=C3)C(F)(F)F)C)O)C=C1)F 4-[2-(4-chloro-3-fluorophenoxy)acetamido]-2-hydroxy-N-methyl-N-{[4-(trifluoromethyl)phenyl]methyl}bicyclo[2.2.2]octane-1-carboxamide